ClCCCCCCOC(C(CCCCCCCC)CCCCCC)=O 6-Chlorohexyl-2-hexyldecanoate